C(C1=CC=CC=C1)N1C=C2C(C=3C=CC=NC13)=CCN(C2)CC2=CC=C(C=C2)OC 6-Benzyl-3-(4-methoxybenzyl)-2,3,4,6-tetrahydropyrido[3,4-c][1,8]naphthyridine